(R)-2-((6-((2-Chloro-3-cyanopyridin-4-yl)amino)-1-methyl-2-oxo-1,2-dihydroquinolin-4-yl)amino)-N-cyclopentylpropanamide ClC1=NC=CC(=C1C#N)NC=1C=C2C(=CC(N(C2=CC1)C)=O)N[C@@H](C(=O)NC1CCCC1)C